palladium dicyclohexyl(2',6'-diisopropoxy-2-biphenylyl)phosphine C1(CCCCC1)P(C1=C(C=CC=C1)C1=C(C=CC=C1OC(C)C)OC(C)C)C1CCCCC1.[Pd]